ClC=1C(=NN(C1C=1C=NC(=CC1OC(F)F)C[C@H](C(F)(F)F)C)CC)C(=O)NCC1CCC(CC1)S(=O)(=O)C |o1:17| 4-Chloro-5-(4-(difluoromethoxy)-6-((R*)-3,3,3-trifluoro-2-methylpropyl)pyridin-3-yl)-1-ethyl-N-(((1r,4R)-4-(methylsulfonyl)cyclohexyl)methyl)-1H-pyrazole-3-carboxamide